ClC1=CC=C(CN2CC(CCC2)CC2=CC=NC=3N2N=C(C3C=O)C)C=C1 7-((1-(4-Chlorobenzyl)piperidin-3-yl)methyl)-2-methylpyrazolo[1,5-a]pyrimidine-3-carbaldehyde